1,2-bis(dimethylchlorosilyl)ethane C[Si](CC[Si](Cl)(C)C)(Cl)C